N1=CC=CC(=C1)[C@H]1NCCC1 (S)-demethyl-nicotine